2-methyl-5-oxopyrrolidine-2-carboxamide CC1(NC(CC1)=O)C(=O)N